5-(4-(3-cyclopropylprop-1-ynyl)benzyl)-1H-1,2,3-triazole-4-carboxylic acid ethyl ester C(C)OC(=O)C=1N=NNC1CC1=CC=C(C=C1)C#CCC1CC1